CN(/C=C/C(=O)C1=CC(=C(C=C1)F)OC)C (E)-3-(dimethylamino)-1-(4-fluoro-3-methoxyphenyl)prop-2-en-1-one